BrC=1C(=CC2=C(N(CC(CS2(=O)=O)(C(C)C)CC)C2=CC=CC=C2)C1)OC 7-Bromo-3-ethyl-3-isopropyl-8-methoxy-5-phenyl-2,3,4,5-tetrahydro-1,5-benzothiazepine 1,1-dioxide